COC1=CC2=C(NC(OC23CCN(CC3)C(C=CC(=O)NC3=C(C=CC=C3)OC)=O)=O)C=C1 4-(6-methoxy-2-oxo-1,2-dihydrospiro[benzo[d][1,3]oxazin-4,4'-piperidin]-1'-yl)-N-(2-methoxyphenyl)-4-oxobut-2-enamide